C(C)(=O)N1CC(C1)C#CC1=C(C=C(C=N1)C=1C=C(C=CC1C)NC(C1=CC(=NC=C1)C(F)(F)F)=O)N1CCOCC1 N-(3-(6-((1-acetyl-azetidin-3-yl)-ethynyl)-5-morpholinopyridin-3-yl)-4-methylphenyl)-2-(trifluoromethyl)-isonicotinamide